P(=O)(OCCCCCCC)(OCCCCCCC)OCCCCCCC Triheptyl Phosphate